ClC1=C(C(N(N=C1)CC1=CC=C(C=C1)OC)=O)P(=O)(C)C 5-chloro-4-(dimethylphosphoryl)-2-(4-methoxybenzyl)pyridazin-3(2H)-one